C1(=CC=CC=C1)N(C(CC)=O)C1CCN(CC1)C1=NC(=NC=C1)N1CCNCC1 N-phenyl-N-(1-(2-(piperazine-1-yl)pyrimidine-4-yl)piperidine-4-yl)propionamide